10,11-dioctyl-eicosanedioic acid ammonium [NH4+].C(CCCCCCC)C(CCCCCCCCC(=O)O)C(CCCCCCCCC(=O)O)CCCCCCCC